C(C)(C)(C)OC(=O)N(C1CC1)CC1=CC(=C(C(=O)NN2C(SC3=C2C=CC(=C3)C(=O)OCC)=N)C=C1)F ethyl 3-(4-(((tert-butoxycarbonyl) (cyclopropyl) amino) methyl)-2-fluorobenzamido)-2-imino-2,3-dihydrobenzo[d]thiazole-6-carboxylate